FC=1C=C(C=CC1F)[C@H]1[C@@H](CN(C1)CCOC)NC(N)=O 3-((3s,4r)-4-(3,4-difluorophenyl)-1-(2-methoxyethyl)pyrrolidin-3-yl)urea